2-Chloro-4-[[3-[3-(trifluoromethyl)-1H-pyrazol-4-yl]imidazo[1,2-a]pyrazin-8-yl]amino]benzoic acid ClC1=C(C(=O)O)C=CC(=C1)NC=1C=2N(C=CN1)C(=CN2)C=2C(=NNC2)C(F)(F)F